N,N-di([1,1'-biphenyl]-4-yl)-4'-bromo-[1,1'-biphenyl]-4-amine C1(=CC=C(C=C1)N(C1=CC=C(C=C1)C1=CC=C(C=C1)Br)C1=CC=C(C=C1)C1=CC=CC=C1)C1=CC=CC=C1